FC1=C(/C=C/[C@@H]2N(CCC2)C(=O)OC(C)(C)C)C=CC=C1F Tert-butyl (R,E)-2-(2,3-difluorostyryl)pyrrolidine-1-carboxylate